NC1=C(C(=O)OC)C=CC(=N1)F methyl 2-amino-6-fluoronicotinate